C1(CCCC1)C1(CC=NO1)C 5-cyclopentyl-5-methyl-4,5-dihydroisoxazole